methyl 4-(2-fluoro-5-(((tetrahydro-2H-pyran-2-yl)oxy)methyl)phenyl)-6-methylnicotinate FC1=C(C=C(C=C1)COC1OCCCC1)C1=CC(=NC=C1C(=O)OC)C